FC(C1(CC1)C=1C=C(C=CC1)N1C(C2=CC=CC(=C2C1)C(F)(F)F)=O)(C1=NN=CN1C)F 2-(3-(1-(difluoro(4-methyl-4H-1,2,4-triazol-3-yl)methyl)-cyclopropyl)phenyl)-4-(trifluoromethyl)isoindolin-1-one